C(C1=CC=CC=C1)OCC[C@H]1CO1 (S)-2-[2-(benzyloxy) ethyl]Ethylene oxide